2-Aminoethyl-3-aminopropyltriethoxysilan NCCC(C)O[Si](OCC)(OCC)CCCN